3-(4-(1-methylpiperidin-4-yl)phenyl)-1H-1,2,4-triazole-3,5-diamine CN1CCC(CC1)C1=CC=C(C=C1)C1(NNC(=N1)N)N